tert-butyl-4-(2-{4-amino-7-[(3S)-oxolan-3-yl]-5-(4-phenoxyphenyl)-7H-pyrrolo[2,3-d]pyrimidin-6-yl}ethynyl)piperidine-1-carboxylate C(C)(C)(C)OC(=O)N1CCC(CC1)C#CC1=C(C2=C(N=CN=C2N)N1[C@@H]1COCC1)C1=CC=C(C=C1)OC1=CC=CC=C1